OC=1C=C2[C@H](NC(C2=CC1)=O)C1=C(NC2=CC=CC=C12)CNCC1=CC=C2C=CN(C2=C1)C (S)-5-hydroxy-3-(2-{[(1-methyl-1H-indol-6-ylmethyl)-amino]-methyl}-1H-indol-3-yl)-2,3-dihydro-isoindol-1-one